C(C)OC(=O)C=1NC2=CC=C(C=C2C1C=O)[N+](=O)[O-] 3-FORMYL-5-NITRO-1H-INDOLE-2-CARBOXYLIC ACID ETHYL ESTER